C(C)(=O)NC1=CC=C(C=C1)C1=C2C=CN(C(C2=CC=C1)=O)C(C(=O)N[C@@H](COC(C)=O)C(=O)OC)=C methyl N-(2-(5-(4-acetamidophenyl)-1-oxoisoquinolin-2(1H)-yl)acryloyl)-O-acetyl-L-serinate